FC1=CC=C(C=C1)C1CN(C1)C1=CC(=C2C(=N1)CC[S@]2=O)NC2CCOCC2 (1R)-5-(3-(4-fluorophenyl)azetidin-1-yl)-7-((tetrahydro-2H-pyran-4-yl)amino)-2,3-dihydrothieno[3,2-b]pyridine 1-oxide